N1=CN=C(C2=C1NC=C2)N2CCSC(=C2)C2=CC(=NC=C2)C#N 4-(4-(7H-pyrrolo[2,3-d]pyrimidin-4-yl)-3,4-dihydro-2H-1,4-thiazin-6-yl)picolinonitrile